C(C)(C)(C)OC(=O)N1CC2=C(CC1)N(N=C2O)C2=CC=C(C=C2)Br.ClC2=NC=CC(=N2)NC2=CC(=CC=C2)C#C 2-chloro-4-(3-ethynylphenylamino)pyrimidine tert-butyl-1-(4-bromophenyl)-3-hydroxy-1,4,6,7-tetrahydro-5H-pyrazolo[4,3-c]pyridine-5-carboxylate